C(N)(=O)C1=C(SC=C1)NC(=O)C1=C(C=CC=C1C(=O)O)C1=CC=CC=C1 ((3-carbamoylthiophen-2-yl)carbamoyl)-[1,1'-biphenyl]-3-carboxylic acid